CN1N=CC(=C1)N1CCCCC1 1-(1-methyl-1H-pyrazol-4-yl)piperidine